C(C)C1=NCCC2=CC=C(C=C12)[N+](=O)[O-] 1-ethyl-7-nitro-3,4-dihydroisoquinoline